(2R,5S)-5-(4-chlorobenzyl)-4-(4-(1,5-dimethyl-1H-pyrazol-3-yl)cyclohexyl)-N-ethylmorpholine-2-carboxamide 2,2,2-trifluoroacetate FC(C(=O)O)(F)F.ClC1=CC=C(C[C@H]2CO[C@H](CN2C2CCC(CC2)C2=NN(C(=C2)C)C)C(=O)NCC)C=C1